6-(indoline-1-carbonyl)-1,3-dihydro-2H-imidazo[4,5-b]pyridin-2-one N1(CCC2=CC=CC=C12)C(=O)C=1C=C2C(=NC1)NC(N2)=O